1,6-dioxaspiro[4.5]decan-8-ol acetate C(C)(=O)OC1COC2(CCCO2)CC1